2-bromo-5-(4-methyl-1H-1,2,3-triazol-1-yl)benzoic acid methyl ester COC(C1=C(C=CC(=C1)N1N=NC(=C1)C)Br)=O